1-methyl-N-{6-[8-(prop-2-enamido)naphthalen-2-yl]pyridin-2-yl}piperidine-4-carboxamide CN1CCC(CC1)C(=O)NC1=NC(=CC=C1)C1=CC2=C(C=CC=C2C=C1)NC(C=C)=O